(R)-2-((5-(2-(6-(bis(2-methoxyethyl)amino)-2-methylhexan-3-yl)-2,6-diazaspiro[3.4]oct-6-yl)-1,2,4-triazin-6-yl)oxy)-N-ethyl-5-fluoro-N-isopropylbenzamide formate C(=O)O.COCCN(CCC[C@H](C(C)C)N1CC2(C1)CN(CC2)C=2N=CN=NC2OC2=C(C(=O)N(C(C)C)CC)C=C(C=C2)F)CCOC